FC(CN1C(=NC2=NC=C(C=C21)C=2C=CN1N=C(N=CC12)N[C@@H]1C[C@@H](C1)N(C)C)C)F cis-N1-(5-(1-(2,2-difluoroethyl)-2-methyl-1H-imidazo[4,5-b]pyridin-6-yl)pyrrolo[2,1-f][1,2,4]triazin-2-yl)-N3,N3-dimethylcyclobutane-1,3-diamine